2-Cyclopentyl-4-methyl-nonan-2-ol C1(CCCC1)C(C)(CC(CCCCC)C)O